(E)-3-hydroxy-2-(4-nitrostyryl)-4H-pyran-4-one OC1=C(OC=CC1=O)\C=C\C1=CC=C(C=C1)[N+](=O)[O-]